tert-Butyl (S)-3-(4-(2-chloro-5-cyano-3-((8-cyano-4-(cyclopropylamino)pyrazolo[1,5-a][1,3,5]triazin-2-yl)amino)phenyl)-3-methylpiperazin-1-yl)azetidine-1-carboxylate ClC1=C(C=C(C=C1NC1=NC=2N(C(=N1)NC1CC1)N=CC2C#N)C#N)N2[C@H](CN(CC2)C2CN(C2)C(=O)OC(C)(C)C)C